ClC1=C(C=C2C=C(N=CC2=C1)NC(=O)[C@@H]1[C@@H](C1)C1CCOCC1)N1CCN(CC1)[C@@]1(COC[C@@H]1F)C (1S,2S)-N-[7-chloro-6-[4-((3R,4R)-4-fluoro-3-methyl-tetrahydrofuran-3-yl)piperazin-1-yl]-3-isoquinolinyl]-2-tetrahydropyran-4-yl-cyclopropanecarboxamide